n-penten C=CCCC